C1(C=CC(N1C(COC1C(=O)NC(C1)=O)C)=O)=O (β-maleimidopropoxy)-succinimide